(R)-alpha-methyltyrosine C[C@@](N)(CC1=CC=C(C=C1)O)C(=O)O